ClC1=C(C(=CC=C1)F)CC1=NOC(N1CC=1OC=CN1)=O 3-[(2-chloro-6-fluorophenyl)methyl]-4-(1,3-oxazol-2-ylmethyl)-4,5-dihydro-1,2,4-oxadiazol-5-one